NC=1C=C(C=C(C1)C(F)(F)F)[C@@H](C)NC1=NC(=NC2=CC(=C(C=C12)OCCOC)OC)C(=O)O (R)-4-((1-(3-amino-5-(trifluoromethyl)phenyl)ethyl)amino)-7-methoxy-6-(2-methoxyethyl-oxy)quinazoline-2-carboxylic acid